C12CC(CC2C1)OC1=C(C=C(C=C1F)NC(=O)C=1N=C(OC1CC(F)(F)F)N1CC(C1)(CC)CC)Cl N-(4-(cis-bicyclo[3.1.0]hexan-3-yloxy)-3-chloro-5-fluorophenyl)-2-(3,3-diethylazetidin-1-yl)-5-(2,2,2-trifluoroethyl)oxazole-4-carboxamide